4-(((4-(1-acryloylpyrrolidin-2-yl)phenyl)amino)methyl)benzene C(C=C)(=O)N1C(CCC1)C1=CC=C(C=C1)NCC1=CC=CC=C1